benzyl (2-(2-(((1R,5S,6s)-3-(8-bromo-2-methylimidazo[1,2-a]pyridine-6-carbonyl)-3-azabicyclo[3.1.0]hexan-6-yl)oxy)-6-(4-fluorophenyl)pyridin-4-yl)propan-2-yl)carbamate BrC=1C=2N(C=C(C1)C(=O)N1C[C@@H]3C([C@@H]3C1)OC1=NC(=CC(=C1)C(C)(C)NC(OCC1=CC=CC=C1)=O)C1=CC=C(C=C1)F)C=C(N2)C